NC1=C(C=O)C=C(C=N1)C=1C=C2C(=NC=NC2=CC1)NC(C)C1=CC=CC=C1 2-amino-5-(4-((1-phenylethyl)amino)quinazolin-6-yl)nicotinaldehyde